C(CCCCCCCC(=O)OCC(COC(CCCN(C)C)=O)COC(CCCCCC(=O)OC(CCCCCCCC)CCCCCCCC)=O)(=O)OCCCCCCCCCC 1-decyl 9-(3-((4-(dimethylamino)butanoyl)oxy)-2-(((7-(heptadecan-9-yloxy)-7-oxoheptanoyl)oxy)methyl)propyl) nonanedioate